C(CC)(=O)N1CC1 propionylaziridin